CC1=C(C(=CC=C1)C)C1=NC(=NC(=C1)OC[C@@H](CC(C)C)NCC1=CC=C(C=C1)C1CCN(CC1)C)NS(=O)(=O)C=1C=C(C(=O)O)C=CC1 3-[[4-(2,6-Dimethylphenyl)-6-[(2R)-4-methyl-2-[[4-(1-methyl-4-piperidyl)phenyl]methylamino]pentoxy]pyrimidin-2-yl]sulfamoyl]benzoic acid